C(#N)C1=CC(=C(C=C1)COC1=CC=CC(=N1)N1CC2C(C1)CN(C2)CC=2N(C1=C(N2)C=CC(=C1)C(=O)O)CC1OCC1)F 2-[(5-{6-[(4-cyano-2-fluorophenyl)methoxy]pyridin-2-yl}-hexahydropyrrolo[3,4-c]pyrrol-2-yl)methyl]-3-(oxetan-2-ylmethyl)-1,3-benzodiazole-5-carboxylic acid